2-fluoro-5-(4-methylpyridin-3-yl)-N-(pyridin-2-yl)benzamide FC1=C(C(=O)NC2=NC=CC=C2)C=C(C=C1)C=1C=NC=CC1C